1-pentyl-2,3-dimethylimidazole bromide [Br-].C(CCCC)N1C(N(C=C1)C)C